C(CC[C@@H](C(=O)O)NC(=O)C1=CC=C(NCC2=CN=C3N=C(N)NC(=O)C3=N2)C=C1)(=O)[O-] folat